CC1(C=C(CCO1)C1=CC(=NC(=N1)N(C)C1C[C@H]2CCC[C@@H](C1)N2S(=O)(=O)CC)NC2=NNC(=C2)C)C 6-(6,6-dimethyl-3,6-dihydro-2H-pyran-4-yl)-N2-((1R,3s,5S)-9-(ethylsulfonyl)-9-azabicyclo[3.3.1]nonan-3-yl)-N2-methyl-N4-(5-methyl-1H-pyrazol-3-yl)pyrimidine-2,4-diamine